tert-butyl (cis)-3,3-difluoro-4-(5-methoxy-4,4-dimethyl-5-oxopentan-2-yl)hexahydropyrrolo[3,2-b]pyrrole-1(2H)-carboxylate FC1([C@H]2[C@@H](N(C1)C(=O)OC(C)(C)C)CCN2C(C)CC(C(=O)OC)(C)C)F